6-[(2R)-1,2,3-trihydroxypropyl]tetrahydropyran-2-carboxylic acid OC([C@@H](CO)O)C1CCCC(O1)C(=O)O